5-Chloro-N2-(3,4-dimethoxyphenyl)-N4-(2-dimethylphosphonoanilino)pyrimidine-2,4-diamine ClC=1C(=NC(=NC1)NC1=CC(=C(C=C1)OC)OC)NNC1=C(C=CC=C1)P(=O)(OC)OC